ClC=1C(=CC2=C(C[C@@](O2)([C@H]2NCCC2)C2=CC=CC=C2)C1C=1C(=C2C=NN(C2=CC1C(=O)N)C)F)F (S)-5-((S)-5-Chloro-6-fluoro-2-phenyl-2-((S)-pyrrolidin-2-yl)-2,3-dihydrobenzofuran-4-yl)-4-fluoro-1-methyl-1H-indazole-6-carboxamide